ClC1=C(C(=CC=C1)OC)C1=NC=C2C(=N1)N(N=C2)CC2=C(C=C(C=C2)C=2N(C=C(N2)C(F)(F)F)C(C)C)[N+](=O)[O-] 6-(2-chloro-6-methoxyphenyl)-1-(4-(1-isopropyl-4-(trifluoromethyl)-1H-imidazol-2-yl)-2-nitrobenzyl)-1H-pyrazolo[3,4-d]pyrimidine